(((4-bromo-1,2-phenylene)bis(oxy))bis(propane-3,1-diyl))bis(pyrrolidin-3-ol) BrC1=CC(=C(C=C1)OCCCN1CC(CC1)O)OCCCN1CC(CC1)O